(1H-benzimidazol-5-ylamino)[4-(4-methyl-1,3-thiazol-2-yl)phenyl]acetonitrile N1C=NC2=C1C=CC(=C2)NC(C#N)C2=CC=C(C=C2)C=2SC=C(N2)C